[Si](C)(C)(C(C)(C)C)OCC1C2CN(CC12)C(=O)[O-] 6-(((tert-butyldimethylsilyl)oxy)methyl)-3-azabicyclo[3.1.0]hexane-3-carboxylate